(2,6-Dichloropyridin-4-yl)methyl (R)-pyrrolidine-3-carboxylate hydrochloride Cl.N1C[C@@H](CC1)C(=O)OCC1=CC(=NC(=C1)Cl)Cl